5-(1-(4-(dimethylamino)piperidin-1-yl)vinyl)-6-methyl-2-(1-methyl-1H-pyrazol-5-yl)indolizine-7-carboxylic acid isopropyl ester C(C)(C)OC(=O)C=1C(=C(N2C=C(C=C2C1)C1=CC=NN1C)C(=C)N1CCC(CC1)N(C)C)C